NC1=C(OC=2C(=C(C=CC2)C(C(F)(F)F)C(F)(F)F)OC2=C(C=C(C=C2)N)N)C=CC(=C1)N bis(2,4-diaminophenoxy)phenyl-hexafluoropropane